tetra-n-butylammonium thiophenolate C1(=CC=CC=C1)[S-].C(CCC)[N+](CCCC)(CCCC)CCCC